COC=1C=C(OC2CCC3(CN(C3)C=O)CC2)C=C(C1)C (7-(3-methoxy-5-methylphenoxy)-2-azaspiro[3.5]nonan-2-yl)methanone